5-(4-amino-2,6-dichlorophenoxy)-1-cyclopropylpyridin-2(1H)-one NC1=CC(=C(OC=2C=CC(N(C2)C2CC2)=O)C(=C1)Cl)Cl